N(=C=O)SC1SCC(SC1)SN=C=O 2,5-diisocyanatothio-1,4-dithiane